4-bromo-2-fluoro-1-((2-(trimethylsilyl)ethoxy)methyl)-1H-pyrrolo[2,3-b]pyridine BrC1=C2C(=NC=C1)N(C(=C2)F)COCC[Si](C)(C)C